C[Si](N(C(C)=O)C)(N(C(C)=O)C)C dimethyl-bis-(N-methylacetamido)silane